C(#C)C=1C=CC(=C(C1)N1CCN(CC1)C)[N+](=O)[O-] 1-(5-ethynyl-2-nitrophenyl)-4-methylpiperazine